O=C1NC2=CC=C(C=C2C=C1C1=CC=C(C=C1)NC(CCC)=O)C1=CC=C(C=C1)N1CCN(CC1)C(C)C N-[4-(2-oxo-6-{4-[4-(propan-2-yl)piperazin-1-yl]phenyl}-1,2-dihydroquinolin-3-yl)phenyl]butanamide